BENZOTHIENOPYRROLE N1C=CC2=C1C1=C(S2)C=CC=C1